methyl 2-(3-(ethoxycarbonyl)cyclobutyl)hydrazinecarboxylate C(C)OC(=O)C1CC(C1)NNC(=O)OC